4-[3-[4-[4-[rac-(3S)-3-[3-amino-6-(2-hydroxyphenyl)pyridazin-4-yl]oxy-1-piperidyl]phenyl]piperazin-1-yl]propyl]piperazin NC=1N=NC(=CC1O[C@@H]1CN(CCC1)C1=CC=C(C=C1)N1CCN(CC1)CCCN1CCNCC1)C1=C(C=CC=C1)O |r|